COC1=NC(=CC(=C1C(=O)NCC1=CC=C(C=C1)C(F)(F)F)C)N1[C@@H](COCC1)C 2-Methoxy-4-methyl-6-[(3R)-3-methyl-morpholin-4-yl]-N-[[4-(trifluoromethyl)-phenyl]-methyl]pyridine-3-carboxylic acid amide